FC=1C=C(C=C(C1)F)NC(=O)C1=NC(=NC(=C1)C(F)(F)F)N1C=NC=C1 N-(3,5-difluorophenyl)-2-(1H-imidazol-1-yl)-6-(trifluoromethyl)pyrimidine-4-carboxamide